CN1N=CC(=C1)C=1C=CC=2N(C1)N=CC2N2CCN(CC2)C(=O)OCC=2C=CC1=C(N=CS1)C2 benzo[d]thiazol-5-ylmethyl 4-(6-(1-methyl-1H-pyrazol-4-yl)pyrazolo[1,5-a]pyridin-3-yl)piperazine-1-carboxylate